tert-butyl 3-(1,3,4-thiadiazol-2-yl)-3,9-diazabicyclo[3.3.1]nonane-9-carboxylate S1C(=NN=C1)N1CC2CCCC(C1)N2C(=O)OC(C)(C)C